9,9-dimethyl-5-phenyl-9H-fluoren-2-amine CC1(C2=CC=CC(=C2C=2C=CC(=CC12)N)C1=CC=CC=C1)C